N-(3-fluoro-2-methoxyphenyl)-2-oxo-1,2,5,6-tetrahydropyridine-3-thiocarboxamide FC=1C(=C(C=CC1)NC(=S)C=1C(NCCC1)=O)OC